(S)-1-(4'-cyanophenyl)ethanol C(#N)C1=CC=C(C=C1)[C@H](C)O